NC1=C(SC2=NC(=CC(=C21)C)C)C(=O)NC2CC=1C=CC(=NC1CC2)N2CC1(C(C2)N)COCCC1 3-amino-N-(2-{4-amino-7-oxa-2-azaspiro[4.5]decan-2-yl}-5,6,7,8-tetrahydroquinolin-6-yl)-4,6-dimethylthieno[2,3-b]pyridine-2-carboxamide